(benzofuran-5-yl)-2-bromopropan-1-one O1C=CC2=C1C=CC(=C2)C(C(C)Br)=O